BrC1=C(C=CC2=CC=CC=C12)C(=O)NCCCCCCCCCCCC 1-Bromo-N-dodecyl-2-naphthamide